CC1=NC=CC=2C3=CC=C(C=C3N(C12)CC)OC 1-methyl-7-methoxy-9-ethyl-β-carboline